OC(C)C=1C(=NC(=CC1)N1C=NC2=C1C=CC(=C2)NC=2OC(=NN2)C)N2N=C(C=C2C)C#N 1-[3-(1-Hydroxyethyl)-6-[5-[(5-methyl-1,3,4-oxadiazol-2-yl)amino]benzimidazol-1-yl]-2-pyridinyl]-5-methyl-pyrazole-3-carbonitrile